C(C)OC(=O)C=1SC2=C(C1N)C=CC=C2Br 3-Amino-7-bromo-1-benzothiophene-2-carboxylic acid ethyl ester